3(S)-[3-(3-Chloro-[1,2,4]oxadiazol-5-yl)-phenyl]-(1,3-dimethyl-azetidin-3-yl)-(4-isopropyl-phenyl)-methanol ClC1=NOC(=N1)C=1C=C(C=CC1)C=1C=C(C=CC1C(C)C)C(O)C1(CN(C1)C)C